(1-(2-((5-chloro-2,3-dihydro-1H-inden-2-yl)amino)pyrimidine-5-carbonyl)-1,6-diazaspiro[3.3]hept-6-yl)ethanone ClC=1C=C2CC(CC2=CC1)NC1=NC=C(C=N1)C(=O)N1CCC12CN(C2)C(C)=O